tert-butyl 3-methyl-3-(methylthiomethyl)-azetidine-1-carboxylate CC1(CN(C1)C(=O)OC(C)(C)C)CSC